ethyl 4-bromo-3,5-diethoxy-2-fluorobenzoate BrC1=C(C(=C(C(=O)OCC)C=C1OCC)F)OCC